CC=1N(C(=CC1)C)C1=C(N=C(S1)C)C 5-(2,5-dimethyl-1H-pyrrol-1-yl)-2,4-dimethylthiazole